NC1C(C(CCC1)N)C 2,6-diamino-1-methylcyclohexane